ClN1NC=C(C2=C1C=C(N=C2)N2CCOCC2)C 4-(1-chloro-4-methylpyrido[3,4]pyridazin-7-yl)morpholine